1-(4-((4-bromo-2-nitrophenyl)amino)piperidine-1-yl)ethanone BrC1=CC(=C(C=C1)NC1CCN(CC1)C(C)=O)[N+](=O)[O-]